5-{2-[2-(4-Chloro-7-fluorochinolin-8-sulfonamido)phenyl]ethynyl}pyridin ClC1=CC=NC2=C(C(=CC=C12)F)S(=O)(=O)NC1=C(C=CC=C1)C#CC=1C=CC=NC1